dicyclohexyl-(2,6-diisopropyloxy-[1,1-biphenyl]-2-yl)phosphine C1(CCCCC1)P(C1(C(=C(C=CC1)OC(C)C)C1=CC=CC=C1)OC(C)C)C1CCCCC1